CSC1=CC(=CC2=C1NC=N2)C(=O)N 7-(methylthio)-1H-benzo[d]imidazole-5-formamide